OC1(CC(C1)C(=O)N1CC2(C1)CCC(CC2)OC2=NC(=CC=C2C(F)(F)F)C)C ((1s,3s)-3-Hydroxy-3-methylcyclobutyl)(7-((6-methyl-3-(trifluoromethyl)pyridin-2-yl)oxy)-2-azaspiro[3.5]nonan-2-yl)methanon